C(C)(C)NC(CCNC=1N=[N+](C2=C(N1)C=CC=C2)[O-])=O 3-((3-(Isopropylamino)-3-oxopropyl)amino)benzo[e][1,2,4]triazine-1-oxide